ethyl 2-(2-(azidomethyl)-6-chlorophenyl)-2,2-difluoroacetate N(=[N+]=[N-])CC1=C(C(=CC=C1)Cl)C(C(=O)OCC)(F)F